CC1(SCOCC1)C 4,4-dimethyl-1,3-oxathiane